2,5-bistrifluoromethyl-terephthalic acid FC(C1=C(C(=O)O)C=C(C(=C1)C(=O)O)C(F)(F)F)(F)F